OCC1CCC2=CC=3CCCC3C(=C12)NC(=O)N=S(=O)(N)C=1C=NN2C1OC(C2)(C)C N'-((3-(hydroxymethyl)-1,2,3,5,6,7-hexahydro-s-indacen-4-yl)carbamoyl)-2,2-dimethyl-2,3-dihydropyrazolo[5,1-b]oxazole-7-sulfonimidamide